1'-(3-(7-fluoro-5-methyl-1-oxo-1,2-dihydroisoquinolin-3-yl)propyl)-1',2',3',6'-tetrahydro-[3,4'-bipyridine]-6-carbonitrile FC1=CC(=C2C=C(NC(C2=C1)=O)CCCN1CCC(=CC1)C=1C=NC(=CC1)C#N)C